ClC=1C(=NC(=NC1)NC1=C(C=C(C(=C1)C)C=1CCN(CC1)C1CCOCC1)OC(C)C)NC1=C(C=CC=C1)N(S(=O)(=O)C)C(C)C N-(2-((5-chloro-2-((2-isopropoxy-5-methyl-4-(1-(tetrahydro-2H-pyran-4-yl)-1,2,3,6-tetrahydropyridin-4-yl)phenyl)amino)pyrimidin-4-yl)amino)phenyl)-N-isopropylmethanesulfonamide